1-(2-Chlorophenyl)-7-(1,1-difluoroethyl)-4-(((trans)-3-hydroxycyclobutyl)amino)-quinazolin-2(1H)-one ClC1=C(C=CC=C1)N1C(N=C(C2=CC=C(C=C12)C(C)(F)F)N[C@@H]1C[C@H](C1)O)=O